tert-butyl (3-cyclopropyl-5-(2-((2R,5S)-2-(2-((Dimethylamino)methyl)benzo[d]thiazol-5-yl)-5-methylpiperidin-1-yl)-2-oxoacetamido)pyridin-2-yl)carbamate C1(CC1)C=1C(=NC=C(C1)NC(C(=O)N1[C@H](CC[C@@H](C1)C)C=1C=CC2=C(N=C(S2)CN(C)C)C1)=O)NC(OC(C)(C)C)=O